O=C1NC(CCC1N1C(N(C2=C1C=CC=C2CC2CC(C2)OC2CCN(CC2)C(=O)OCC2=CC=CC=C2)C)=O)=O 1-Benzyl 4-[3-[[1-(2,6-dioxo-3-piperidyl)-3-methyl-2-oxo-benzimidazol-4-yl]methyl] cyclobutoxy]piperidine-1-carboxylate